6-chloro-1-(2,2,2-trifluoroethyl)pyrazolo[3,4-b]pyrazine ClC1=CN=C2C(=N1)N(N=C2)CC(F)(F)F